OCCOC(C1=C(N=C(C(=C1)C#N)N1CCN(CC1)C(CC1=CC=CC=C1)=O)C)=O 5-cyano-2-methyl-6-(4-(2-phenylacetyl)piperazin-1-yl)nicotinic acid 2-hydroxyethyl ester